(8R)-6-butyl-8-(4-hydroxybenzyl)-N-(4-methylbenzyl)-7,11-dioxo-4a,5,6,7,8,9-hexahydrothieno[3',2':4,5]pyrimido[1,2-a][1,4]diazepine-4(11H)-carboxamide C(CCC)N1CC2N(C[C@H](C1=O)CC1=CC=C(C=C1)O)C(C1=C(N2C(=O)NCC2=CC=C(C=C2)C)C=CS1)=O